1,2-bis-(2,4-diphenylthiophen-3-yl)perfluorocyclopentene C1(=CC=CC=C1)C=1SC=C(C1C1=C(C(C(C1(F)F)(F)F)(F)F)C1=C(SC=C1C1=CC=CC=C1)C1=CC=CC=C1)C1=CC=CC=C1